C(=O)(O)C1=C(O[Pt])C=CC=C1 (carboxyphenoxy)platinum